1-(3-methyl-1-phenyl-1H-indol-5-yl)-3-phenyl-1,3,5-triazine-2,4,6-trione CC1=CN(C2=CC=C(C=C12)N1C(N(C(NC1=O)=O)C1=CC=CC=C1)=O)C1=CC=CC=C1